NC=1C(=C(C=CC1)C1=C(C=C2C(=NC(=NC2=C1F)OC[C@]12CCCN2C[C@@H](C1)F)N1CCC(CCC1)C(=O)OC)Cl)C#N methyl 1-(7-(3-amino-2-cyanophenyl)-6-chloro-8-fluoro-2-(((2R,7aS)-2-fluorotetrahydro-1H-pyrrolizin-7a(5H)-yl)methoxy)quinazolin-4-yl)azepane-4-carboxylate